N-[(1R)-1-(4-fluorophenyl)ethyl]-6-(2-methoxyethoxy)-2-methylpyrido[3,4-d]pyrimidin-4-amine FC1=CC=C(C=C1)[C@@H](C)NC=1C2=C(N=C(N1)C)C=NC(=C2)OCCOC